FC1=CC=C(C=C1)C(CCCCN1C(C2=CC=CC=C2C1=O)=O)=O 2-[5-(4-fluorophenyl)-5-oxo-pentyl]isoindoline-1,3-dione